BrCC1=CN=CC(=N1)N1C(NC(CC1)=O)=O 1-(6-(Bromomethyl)pyrazin-2-yl)dihydropyrimidine-2,4(1H,3H)-dione